decylstearyl alcohol C(CCCCCCCCC)CCCCCCCCCCCCCCCCCCO